5-(2-fluoro-5-methoxyphenyl)-4-methyl-N-((1-methylpiperidin-2-yl)methyl)pyrimidin-2-amine, hydrochloride salt Cl.FC1=C(C=C(C=C1)OC)C=1C(=NC(=NC1)NCC1N(CCCC1)C)C